C(C1=CC=CC=C1)NC(N(C1=NC=C(C=C1)C=1C=NN(C1)C)[C@@H]1CC[C@H](CC1)NC1=NC=C(C(=N1)C=1C(=NC=CC1)O)C#N)=O 3-benzyl-1-(trans-4-((5-cyano-4-(2-hydroxypyridin-3-yl)pyrimidin-2-yl)amino)cyclohexyl)-1-(5-(1-methyl-1H-pyrazol-4-yl)pyridin-2-yl)urea